O=C1CCC2=CC(=CC=C12)C(=O)OC methyl 1-oxo-2,3-dihydro-1H-indene-5-carboxylate